FC=1C(=CC2=C(N(C=N2)C2=CC=C(C=N2)C=O)C1)NC=1N=NC(=CC1)C 6-[6-fluoro-5-[(6-methylpyridazin-3-yl)amino]benzimidazol-1-yl]pyridine-3-carbaldehyde